3-(4-methoxy-3-(prop-1-en-2-yl)phenyl)propanoic acid COC1=C(C=C(C=C1)CCC(=O)O)C(=C)C